tert-butyl (2R)-7-hydroxy-2-(trifluoromethyl)-2,3-dihydropyrido[2,3-f][1,4]oxazepine-4(5H)-carboxylate OC=1C=CC2=C(CN(C[C@@H](O2)C(F)(F)F)C(=O)OC(C)(C)C)N1